C(C1=CC=CC=C1)C=1C(=NC=C(N1)C1=CC=C(C=C1)O)N[C@@H](CC1=CC=C(C=C1)O)C(=O)OCC Ethyl (3-benzyl-5-(4-hydroxyphenyl)pyrazin-2-yl)tyrosinate